COC=1C=C2CCN(CC2=CC1NC1=NC2=CC(=CC=C2C=N1)NCC(=O)N1CCCC1)C 2-({2-[(6-methoxy-2-methyl-1,2,3,4-tetrahydroisoquinolin-7-yl)amino]quinazolin-7-yl}-amino)-1-(pyrrolidin-1-yl)ethan-1-one